FC1=CC2=C(N=CS2)C=C1NC1=C2C(=NC=C1)SC(=C2)[C@@H]2C(N(CC2)CCO)(C)C (S)-2-(3-(4-((6-fluorobenzo[d]thiazol-5-yl)amino)thieno[2,3-b]pyridin-2-yl)-2,2-dimethylpyrrolidin-1-yl)ethan-1-ol